3-cyclohexene-1,1-dicarboxylic acid n-butyl ester C(CCC)OC(=O)C1(CC=CCC1)C(=O)O